C(C)(C)(C)OC(N(C1CCC1)CCN)=O (2-aminoethyl)(cyclobutyl)carbamic acid tert-butyl ester